CS(=O)(=O)C1=CC=C(OC[C@@H]2CNCCC2)C=C1 (S)-3-((4-(methylsulfonyl)phenoxy)methyl)piperidine